C(C)(=O)[O-] ethanoate